4-((5-chloro-1H-indol-3-yl)methyl)-N-(7-(hydroxyamino)-7-oxoheptyl)-3-methoxybenzamide ClC=1C=C2C(=CNC2=CC1)CC1=C(C=C(C(=O)NCCCCCCC(=O)NO)C=C1)OC